N1(CCCC2=NC=CC=C12)C1=NNC2=NC(=CN=C21)C2CCC1(CC3=CC=CC=C3C1)CC2 (1S,1'R)-4-(3-(3,4-dihydro-1,5-naphthyridin-1(2H)-yl)-1H-pyrazolo[3,4-b]pyrazin-6-yl)-1',3'-dihydrospiro[cyclohexane-1,2'-inden]